NCCCNC1=C2CN(CC2=CC=C1)[C@H](C(=O)N[C@@H](C(=O)NCC1=C(C=C(C=C1F)O)F)CCCN\C(=N/C(NCCNC(CC)=O)=O)\N)C1=CC=CC=C1 (R)-2-((S)-2-(4-((3-aminopropyl)amino)isoindolin-2-yl)-2-phenylacetamido)-N-(2,6-difluoro-4-hydroxybenzyl)-5-((Z)-2-((2-propionamidoethyl)carbamoyl)guanidino)pentanamide